FC1=C(C=CC(=C1)F)C1=CC=C(C=C1)C1CNC1 3-[4-(2,4-Difluoro-phenyl)phenyl]azetidine